The molecule is an organic cation obtained by protonation of the secondary amino function of (R)-orciprenaline. It is an ammonium ion derivative and an organic cation. It is a conjugate acid of a (R)-orciprenaline. It is an enantiomer of a (S)-orciprenaline(1+). CC(C)[NH2+]C[C@@H](C1=CC(=CC(=C1)O)O)O